NC1=CC(=NC=C1F)C1=C2C=CC(=CC2=CC=C1)C(=O)NS(=O)(=O)C1=C(C=CC(=C1)C(C)(C)C)OC 5-(4-amino-5-fluoropyridin-2-yl)-N-((5-(tert-butyl)-2-methoxyphenyl)sulfonyl)-2-naphthamide